(3R)-1-(3,5-Dichlorophenyl)-3-methyl-piperazine ClC=1C=C(C=C(C1)Cl)N1C[C@H](NCC1)C